NCC1(CCCCC1)CN bis-(aminomethyl)cyclohexane